3-(Bicyclo[1.1.1]pentan-1-yl)-1-(((trans)-2-(difluoromethyl)cyclopropyl)methyl)-N-(3-(S-methylsulfonimidoyl)phenyl)-4-(trifluoromethyl)-1H-pyrazole-5-carboxamide C12(CC(C1)C2)C2=NN(C(=C2C(F)(F)F)C(=O)NC2=CC(=CC=C2)S(=O)(=N)C)C[C@H]2[C@@H](C2)C(F)F